C(CCC(C)C)N=C=NCCCC(C)C diisohexylcarbodiimide